isopropyl (S)-6-diazo-2-((S)-2-(methylsulfonyl)-4-(methylthio) butanamido)-5-oxohexanoate [N+](=[N-])=CC(CC[C@@H](C(=O)OC(C)C)NC([C@H](CCSC)S(=O)(=O)C)=O)=O